ClC=1C(=CC(=C(C1)S(=O)(=O)NC1=C(C(=CC=C1)B1OC(C(O1)(C)C)(C)C)Cl)F)OC 5-chloro-N-[2-chloro-3-(4,4,5,5-tetramethyl-[1,3,2]dioxaborolan-2-yl)-phenyl]-2-fluoro-4-methoxy-benzenesulfonamide